CC=1NC(=C(C1C(C)=O)C=1C=C2C=NN(C2=CC1)C)C1=NC2=NC(=NC=C2N1)N1CCN(CC1)C 1-{2-methyl-4-(1-methyl-1H-indazole-5-yl)-5-[2-(4-methylpiperazin-1-yl)-7H-purin-8-yl]-1H-pyrrol-3-yl}ethan-1-one